COC1=C(C=CC=C1)SC1=CC=C(N)C=C1 4-((2-methoxyphenyl)thio)aniline